1-(4-methoxyphenyl)prop-2-en-1-one COC1=CC=C(C=C1)C(C=C)=O